[Br-].BrC(F)(F)C1=C(C=CC=C1)P(C1=CC=CC=C1)C1=CC=CC=C1 (bromodifluoromethyl)triphenylphosphine bromide